COC(=O)C1=CN=C(S1)N1CCC(CC1)N1C[C@@H](CCC1)C 2-[(3R)-3-methyl-[1,4'-bipiperidine]-1'-yl]-1,3-thiazole-5-carboxylic acid methyl ester